C(C)(C)(C)OC(C[C@@H]1[C@@H](C1)C(=O)OCC1=CC=CC=C1)=O cis-Benzyl 2-(2-(tert-butoxy)-2-oxoethyl)cyclopropane-1-carboxylate